C(C)(C)(CC)[Sn](N(C)C)(N(C)C)N(C)C tert-amyltris(dimethylamino)tin